(+/-)-trans-tert-Butyl 4-(4-Methoxyphenyl)-3-{[(3-oxoisoindolin-5-yl)oxy]methyl}pyrrolidine-1-carboxylate COC1=CC=C(C=C1)[C@H]1[C@@H](CN(C1)C(=O)OC(C)(C)C)COC=1C=C2C(NCC2=CC1)=O |r|